FC(OC1=CC=CC(=N1)C1(OCC1)CN)F 1-(2-[6-(difluoromethoxy)pyridin-2-yl]oxetan-2-yl)methanamine